C1=CC=C2C=3C(C(N4C(C13)=NC1=C4C=CC=C1)=O)=CC=C2 7H-benzimidazo(2,1-a)benz(de)isoquinoline-7-one